C(C)OC(C(C)(C)OC1=C(C=C(C=C1C)CN1C(N(CC1)C1=CC=C(C=C1)C(F)(F)F)=O)C)=O 2-(2,6-dimethyl-4-((2-oxo-3-(4-(trifluoromethyl)phenyl)imidazolin-1-yl)methyl)phenoxy)-2-methylpropanoic acid ethyl ester